[O-2].[Mn+2].[La+3].[Nd+3].[Ce+3] cerium-neodymium-lanthanum-manganese oxide